4-(7-fluoroimidazo[1,2-a]pyridin-3-yl)-7-[[5-[(3R)-3-hydroxy-1-piperidyl]-2-pyridyl]amino]isoindolin-1-one FC1=CC=2N(C=C1)C(=CN2)C2=C1CNC(C1=C(C=C2)NC2=NC=C(C=C2)N2C[C@@H](CCC2)O)=O